(1r,5s,6s)-6-({[6-(trifluoromethyl)pyridin-2-yl]oxy}methyl)-3-azabicyclo[3.1.0]hexane-3-carboxylic acid tert-butyl ester C(C)(C)(C)OC(=O)N1C[C@H]2C([C@H]2C1)COC1=NC(=CC=C1)C(F)(F)F